ClC1=CC(=C(N=N1)OCCO)NCC1=C(C=C(C=C1)OC)OC 2-[(6-chloro-4-{[(2,4-dimethoxyphenyl)methyl]amino}pyridazin-3-yl)oxy]ethan-1-ol